(1R,2S,5S)-3-(2-((2,2-difluoropropyl)amino)-2-oxoacetyl)-6,6-dimethyl-N-((S)-3-oxo-1-((S)-2-oxopyrrolidin-3-yl)-4-(trifluoromethoxy)butan-2-yl)-3-azabicyclo[3.1.0]-hexane-2-carboxamide FC(CNC(C(=O)N1[C@@H]([C@H]2C([C@H]2C1)(C)C)C(=O)N[C@@H](C[C@H]1C(NCC1)=O)C(COC(F)(F)F)=O)=O)(C)F